6-(1-(4-bromo-2,6-diisopropylphenyl)-1H-benzo[d]imidazol-2-yl)-4-fluorodibenzo[b,d]-furan-3-carbonitrile BrC1=CC(=C(C(=C1)C(C)C)N1C(=NC2=C1C=CC=C2)C2=CC=CC=1C3=C(OC12)C(=C(C=C3)C#N)F)C(C)C